C12CNCC(CC1)N2C=2SC=1CN(CCC1N2)C(C(F)C2CCCC2)=O 1-(2-(3,8-diazabicyclo[3.2.1]octan-8-yl)-6,7-dihydrothiazolo[5,4-c]pyridin-5(4H)-yl)-2-cyclopentyl-2-fluoroethan-1-one